indolo[2,3-g]quinoline N1=CC=CC=2CC=3C(=CC12)C=1C=CC=CC1N3